methyl 1-(6-hydroxypyridin-2-yl)piperidine-2-carboxylate hydrochloride Cl.OC1=CC=CC(=N1)N1C(CCCC1)C(=O)OC